CN(\C=C(\C(=O)C1=C(SC=C1)[N+](=O)[O-])/F)C (Z)-3-(dimethylamino)-2-fluoro-1-(2-nitrothiophen-3-yl)prop-2-en-1-one